C1(CC1)C=1C=C(C=CC1)N1CCN(CC1)C(=O)C1=NN(C(C2=CC=CC=C12)=O)CC 4-(4-(3-cyclopropylphenyl)piperazine-1-carbonyl)-2-ethylphthalazin-1(2H)-one